NC1=NC=CC2=C(C=CC=C12)NCC12N(CC(C1)(C2)COC2=CC(N(C=C2)C)=O)C2=NC=C(C=N2)C2=CC=CC=C2 4-((1-(((1-Aminoisoquinolin-5-yl)amino)methyl)-2-(5-phenylpyrimidin-2-yl)-2-azabicyclo[2.1.1]hexan-4-yl)methoxy)-1-methylpyridin-2(1H)-one